(S)-1-(1-(1-((3,3-Difluoropiperidin-4-yl)methyl)piperidin-4-yl)-3-methyl-1H-pyrrolo[2,3-b]pyridin-5-yl)dihydropyrimidine-2,4(1H,3H)-dione FC1(CNCC[C@H]1CN1CCC(CC1)N1C=C(C=2C1=NC=C(C2)N2C(NC(CC2)=O)=O)C)F